N(=[N+]=[N-])C1=CC=C(COC(=O)NCCC[C@@H](C(=O)OCC#N)NC(=O)OC(C)(C)C)C=C1 (S)-cyanomethyl 5-((((4-azidobenzyl)oxy)carbonyl)amino)-2-((tert-butoxycarbonyl)amino)pentanoate